O1CCC(CC1)C1=NN=C2N1CCN(C2)C(=O)C=2C=C(C=CC2)C2=NC1=C(N2)C=CC=C1C(=O)N 2-(3-(3-(tetrahydro-2H-pyran-4-yl)-5,6,7,8-tetrahydro-[1,2,4]triazolo[4,3-a]pyrazine-7-carbonyl)phenyl)-1H-benzo[d]imidazole-4-carboxamide